(Z)-3-fluoro-3-indol-1-yl-N-p-tolylacrylamide F\C(=C/C(=O)NC1=CC=C(C=C1)C)\N1C=CC2=CC=CC=C12